1-(3-iodoimidazo[1,2-a]pyridin-7-yl)cyclopentanecarbonitrile IC1=CN=C2N1C=CC(=C2)C2(CCCC2)C#N